COC=1C=C(CNC(C(=O)[C@H]2N(CCC2)C(CNC(=O)C2=CC=NC3=C(C=CC=C23)NC(CCCNC(OC(C)(C)C)=O)=O)=O)=O)C=CC1OC tert-butyl (S)-(4-((4-((2-(2-(2-((3,4-dimethoxybenzyl)amino)-2-oxoacetyl)pyrrolidin-1-yl)-2-oxoethyl)carbamoyl)quinolin-8-yl)amino)-4-oxobutyl)carbamate